(3-hydroxy-4-methoxypyridinoyl)-L-alanine (2S,3S)-3-(3-fluoro-4-methoxyphenyl)-4-methylpentan-2-yl ester FC=1C=C(C=CC1OC)[C@@H]([C@H](C)OC([C@@H](NC(=O)C1=NC=CC(=C1O)OC)C)=O)C(C)C